OC=1C=NC=CC1CN1C(C2=CC=C(C=C2C=N1)S(=O)(=O)C1=CC=C(C=C1)OC)=O 2-((3-hydroxypyridin-4-yl)methyl)-6-(4-methoxyphenylsulfonyl)phthalazin-1(2H)-one